ClC=1C(=C(C(=C(C1)[C@@H]1[C@H](O[C@@]([C@@H]1C)(C(F)(F)F)C)C(=O)NC1=CC(=NC=C1)C(=O)N)OC)F)F 4-[[(2S,3R,4R,5S)-3-(5-Chloro-3,4-difluoro-2-methoxyphenyl)-4,5-dimethyl-5-(trifluoromethyl)tetrahydrofuran-2-carbonyl]amino]pyridin-2-carboxamid